C(C)(C)(C)C1[C@]2(CC[C@@](C[C@@H]1N)(N2)C)C tert-butyl-(1R,3s,5S)-3-amino-1,5-dimethyl-8-azabicyclo[3.2.1]octane